1-benzyl-2'-(3-chloro-1H-pyrrolo[2,3-b]pyridin-5-yl)-5',6'-dihydrospiro[piperidine-4,4'-pyrrolo[1,2-b]pyrazole] C(C1=CC=CC=C1)N1CCC2(CCN3N=C(C=C32)C=3C=C2C(=NC3)NC=C2Cl)CC1